n-butylammonium azid [N-]=[N+]=[N-].C(CCC)[NH3+]